(S)-6-(8-aminoimidazo[1,2-a]pyrazin-6-yl)-7-fluoro-2-(4-((6-oxo-5-(trifluoromethyl)-1,6-dihydropyridazin-4-yl)amino)pentyl)isoquinolin-1(2H)-one NC=1C=2N(C=C(N1)C=1C=C3C=CN(C(C3=CC1F)=O)CCC[C@H](C)NC=1C=NNC(C1C(F)(F)F)=O)C=CN2